trans-rac-(2R,3S)-1-(tert-butoxycarbonyl)-2-methylazetidine-3-carboxylic acid C(C)(C)(C)OC(=O)N1[C@@H]([C@H](C1)C(=O)O)C |r|